O(P([O-])(=O)NP(=O)([O-])[O-])P(OC[C@@H]1[C@H]([C@H]([C@@H](O1)N1C=NC=2C(=O)NC(N)=NC12)O)O)(=O)O 5'-Guanylyl imidodiphosphate